2-(3,4-dihydroxyphenyl)acetohydrazide OC=1C=C(C=CC1O)CC(=O)NN